1-(3-Amino-4-isopropoxyphenyl)ethan-1-one NC=1C=C(C=CC1OC(C)C)C(C)=O